O1[C@H](CCCC1)C1(CCC1)C(=O)O (R)-1-(tetrahydro-2H-pyran-2-yl)cyclobutane-1-carboxylic acid